N1,N2-dibutylethane-1,2-diamine C(CCC)NCCNCCCC